COC1=C(C=CC=C1C1=NN(C=N1)C)N1NC(C=2C=NC(=CC21)NC(=O)C2CC2)=C=O N-(1-(2-methoxy-3-(1-methyl-1H-1,2,4-triazol-3-yl)phenyl)-3-carbonyl-2,3-dihydro-1H-pyrazolo[4,3-c]pyridin-6-yl)cyclopropanecarboxamide